C12CN(CC(CC1)O2)C2=NC=1N(C=C2)N=CC1 5-(8-oxa-3-azabicyclo[3.2.1]octan-3-yl)pyrazolo[1,5-a]pyrimidine